6-((5-fluoropyridin-3-yl)methyl)-N-(3-(trifluoromethyl)phenyl)-4,5,6,7-tetrahydrothieno[2,3-c]pyridine-3-carboxamide FC=1C=C(C=NC1)CN1CC2=C(CC1)C(=CS2)C(=O)NC2=CC(=CC=C2)C(F)(F)F